FC(S(=O)(=O)OC1=C(C(=C(C=C1)C=1C(=NN(C1)C1=NC=C(C=C1)NC(=O)OC(C)(C)C)C)F)F)(F)F [4-[1-[5-(tert-butoxycarbonylamino)-2-pyridinyl]-3-methyl-pyrazol-4-yl]-2,3-difluoro-phenyl] trifluoromethanesulfonate